5-(3-quinolinyl)-8,9-dihydropyrimido[5,4-b]indolizin N1=CC(=CC2=CC=CC=C12)C=1C2=C(N3CCC=CC13)N=CN=C2